Ethyl (S)-3-(3-(4-Hydroxy-1-methyl-2-oxo-1,2-dihydropyridin-3-yl)ureido)-3-(3'-methoxy-6-methylbiphenyl-3-yl)propanoat OC1=C(C(N(C=C1)C)=O)NC(N[C@@H](CC(=O)OCC)C=1C=C(C(=CC1)C)C1=CC(=CC=C1)OC)=O